2-Amino-4-(3-((1-((4,4-difluoropiperidin-1-yl)methyl)cyclopropyl)methoxy)-5-fluoro-7,9-dihydrofuro[3,4-f]quinazolin-6-yl)-7-fluorothieno[3,2-c]pyridine-3-carbonitrile NC1=C(C=2C(=NC=C(C2S1)F)C=1C2=C(C=3C=NC(=NC3C1F)OCC1(CC1)CN1CCC(CC1)(F)F)COC2)C#N